ClC=1C(=C(C=O)C=C(C1)C)O 3-CHLORO-2-HYDROXY-5-METHYL-BENZALDEHYDE